C(C)N(CC)C(=C(C(=O)[O-])C)CC Diethylamino-ethylmethacrylat